2-[[5-(4-chloro-2-fluoro-phenyl)-3-ethyl-triazol-4-yl]methyl]-5-(5-chloro-6-methoxy-3-pyridinyl)pyridazin-3-one ClC1=CC(=C(C=C1)C1=C(N(N=N1)CC)CN1N=CC(=CC1=O)C=1C=NC(=C(C1)Cl)OC)F